C(=C)OC(CCCCCCCCCCC)=O.FC1=NC(=NC(=C1C(F)(F)F)OC)C1=CC=NC=C1 4-fluoro-6-methoxy-2-(4-pyridyl)-5-trifluoromethyl-pyrimidine Vinyllaurate